3-[7-(2-hydroxy-4,6-dimethyl-phenyl)-1,8-naphthyridin-2-yl]-1-methyl-piperidin-3-ol OC1=C(C(=CC(=C1)C)C)C1=CC=C2C=CC(=NC2=N1)C1(CN(CCC1)C)O